C(C)(C)(C)OC(=O)NC(CCNC1=NC2=C(C3=CN=CC=C13)C=CC(=C2)C(=O)OC)(C)C Methyl 5-((3-((tert-butoxycarbonyl)amino)-3-methylbutyl)amino)benzo[c][2,6]naphthyridine-8-carboxylate